8-(sec-butyl)-6-methoxy-2-((1-(methylsulfonyl)piperidin-4-yl)amino)pterin C(C)(CC)N1C=C(N=C2C(NC(N=C12)(N)NC1CCN(CC1)S(=O)(=O)C)=O)OC